C(=O)O.N1CC(C1)NC(=O)N1CCN(CC1)C(C1=C(C=C(C=C1)NC=1C=2N(C=CN1)C(=CN2)C=2C(=NNC2)C(F)(F)F)C)=O N-(azetidin-3-yl)-4-[2-methyl-4-[[3-[3-(trifluoromethyl)-1H-pyrazol-4-yl]imidazo[1,2-a]pyrazin-8-yl]amino]benzoyl]piperazine-1-carboxamide formate